9-(3-((tert-butyldiphenylsilyl)oxy)cyclohexyl)-2-chloro-7-methyl-7,9-dihydro-8H-purin-8-one [Si](C1=CC=CC=C1)(C1=CC=CC=C1)(C(C)(C)C)OC1CC(CCC1)N1C2=NC(=NC=C2N(C1=O)C)Cl